1-[3-fluoro-5-(2-aminoethylamino)phenyl]-3-(5-bromo-2-hydroxymethylphenyl)urea FC=1C=C(C=C(C1)NCCN)NC(=O)NC1=C(C=CC(=C1)Br)CO